1-{2-Fluoro-4-methyl-5-[(2,2,2-trifluoroethyl)sulfinyl]phenyl}-3-(trichloromethyl)-1H-1,2,4-triazole-5-amine FC1=C(C=C(C(=C1)C)S(=O)CC(F)(F)F)N1N=C(N=C1N)C(Cl)(Cl)Cl